C1(CC1)C1=CC(=NN1CC1CC2(CN(C2)C(=O)N2CC3(C2)CC(C3)C3=NC(=NN3)C3CC3)C1)C [6-[(5-cyclopropyl-3-methyl-pyrazol-1-yl)methyl]-2-azaspiro[3.3]heptan-2-yl]-[6-(3-cyclopropyl-1H-1,2,4-triazol-5-yl)-2-azaspiro[3.3]heptan-2-yl]methanone